4-(4-(2,5-Diazabicyclo[2.2.2]octan-2-yl)-2-((2,6-difluorotetrahydro-1H-pyrrolizin-7a(5H)-yl)methoxy)-8-fluoropyrido[4,3-d]pyrimidin-7-yl)-5-ethynyl-6-fluoronaphthalen-2-ol C12N(CC(NC1)CC2)C=2C1=C(N=C(N2)OCC23CC(CN3CC(C2)F)F)C(=C(N=C1)C1=CC(=CC2=CC=C(C(=C12)C#C)F)O)F